N1(CCCCC1)C1=CC=C(C=CC=2SC3=C(N2)C=CC(=C3)B3OC(C(O3)(C)C)(C)C)C=C1 2-(4-(piperidin-1-yl)styryl)-6-(4,4,5,5-tetramethyl-1,3,2-dioxaborolan-2-yl)benzo[d]thiazole